boc-L-cystine CC(C)(C)OC(=O)N[C@@H](CSSC[C@@H](C(=O)O)NC(=O)OC(C)(C)C)C(=O)O